CN1C(=CC(=C1)S(=O)(=O)N1CCC(CC1)C(NC1=CC=C(C=C1)C(F)(F)F)=O)C(=O)OC methyl 1-methyl-4-((4-((4-(trifluoromethyl)phenyl)carbamoyl) piperidin-1-yl)sulfonyl)-1H-pyrrole-2-carboxylate